N-methyl-N-[[8-[4-(trifluoromethoxy)phenyl]-5-vinyl-6-quinolinyl]methyl]carbamic acid tert-butyl ester C(C)(C)(C)OC(N(CC=1C(=C2C=CC=NC2=C(C1)C1=CC=C(C=C1)OC(F)(F)F)C=C)C)=O